[N+](=O)([O-])C1=C2C=CC=NC2=C(C=C1)OC1CCCC(O1)=O 6-(5-Nitroquinolin-8-yloxy)-tetrahydropyran-2-one